The molecule is a benzoate that is the conjugate base of acetylsalicylic acid, arising from deprotonation of the carboxy group. It derives from a salicylate. It is a conjugate base of an acetylsalicylic acid. CC(=O)OC1=CC=CC=C1C(=O)[O-]